C1=CC=CC=2C3=CC=CC=C3C(C12)COC(=O)N[C@@H](CCC(=O)NC[C@H]1[C@@H]([C@H]([C@@H]([C@H](O1)C(=O)O)O)O)O)C(=O)OCC1=CC=CC=C1 (2S,3S,4R,5R,6S)-6-(((S)-4-((((9H-fluoren-9-yl)methoxy)carbonyl)amino)-5-(benzyloxy)-5-oxopentanamido)methyl)-3,4,5-trihydroxytetrahydro-2H-pyran-2-carboxylic acid